C(C1=CC=CC=C1)C1(CCN(CC1)C1=NC=C(C=C1)C=1C=2N(C=C(C1)OCC)N=CC2C#N)NC(=O)N2CCC(CC2)N2CCC(CC2)C=2C=C1C(N(CC1=CC2)C2C(NC(CC2)=O)=O)=O N-[4-benzyl-1-[5-(3-cyano-6-ethoxy-pyrazolo[1,5-a]pyridin-4-yl)-2-pyridyl]-4-piperidyl]-4-[4-[2-(2,6-dioxo-3-piperidyl)-3-oxo-isoindolin-5-yl]-1-piperidyl]piperidine-1-carboxamide